C1(CC1)CNC1=C(C=C(C=C1)S(=O)(=O)CC)C=1C2=C(C(N(C1)C)=O)NC=C2 4-{2-[(cyclopropylmethyl)amino]-5-(ethylsulfonyl)phenyl}-6-methyl-1,6-dihydro-7H-pyrrolo[2,3-c]pyridin-7-one